N1C(CNCC1)CC#N 2-(piperazine-2-yl)acetonitrile